2-(4,4-dimethylcyclohexen-1-yl)-6-(1-ethyl-2,2,6,6-tetramethyl-4-piperidyl)pyridin-3-amine CC1(CC=C(CC1)C1=NC(=CC=C1N)C1CC(N(C(C1)(C)C)CC)(C)C)C